BrC=1C=C(C=NC=2C=C(C(=O)O)C=CC2)C=C(C1)O 3-(3-bromo-5-hydroxy-benzylideneamino)benzoic acid